Ammonium dioctadecyl-L-aspartate tosylate salt S(=O)(=O)([O-])C1=CC=C(C)C=C1.C(CCCCCCCCCCCCCCCCC)OC([C@@H](N)CC(=O)OCCCCCCCCCCCCCCCCCC)=O.[NH4+]